BrC1=C(C(=C2CN(CC2=C1)C(CCC(=O)OCC)=O)F)O ethyl 4-(6-bromo-4-fluoro-5-hydroxyisoindolin-2-yl)-4-oxobutanoate